N-[1-[3-(hydrazinecarbonyl)pyrazin-2-yl]ethyl]-N,2-dimethyl-propane-2-sulfinamide N(N)C(=O)C=1C(=NC=CN1)C(C)N(S(=O)C(C)(C)C)C